C(C)(=O)C(N1N=NC(=C1C(=O)O)OC1=CC2=CC=C(C=C2C=C1)Br)O 1-(acetylhydroxymethyl)-4-((6-bromonaphthalen-2-yl)oxy)-1H-1,2,3-triazole-5-carboxylic acid